FC1(CNCCC1N1CCN(CC1)C1=CC2=C(N(C(N2C)=O)N2C(CCCC2=O)=O)C=C1)F {5-[4-(3,3-difluoropiperidin-4-yl)piperazin-1-yl]-3-methyl-2-oxo-1,3-benzodiazol-1-yl}piperidine-2,6-dione